N-(3-methoxyphenyl)prop-2-ynamide COC=1C=C(C=CC1)NC(C#C)=O